trichloro[2-(chloromethyl)allyl]silane Cl[Si](CC(=C)CCl)(Cl)Cl